NCCOC1=CC(=NC(=C1)C)NC=1SC(=CN1)C1=CC=CC=C1 N-[4-(2-aminoethoxy)-6-methyl-2-pyridinyl]-5-phenyl-thiazol-2-amine